7-carbonyl-4-thiaspiro[2.5]octane-6-carboxylic acid methyl ester COC(=O)C1CSC2(CC2)CC1=C=O